C(C1=CC=CC=C1)OC=1C=C(C(=CC1)N)N 4-(benzyloxy)benzene-1,2-diamine